FC(CN1CCC(CC1)OC(=O)C1=CC2=C(OCO2)C=C1)(F)F (1-(2,2,2-trifluoroethyl)piperidin-4-yl)-2H-1,3-benzodioxole-5-carboxylate